methyl 4-(aminomethyl)-1H-indazole-7-carboxylate NCC1=C2C=NNC2=C(C=C1)C(=O)OC